2,2'-Bipyridine-n-butanol C(CCC)O.N1=C(C=CC=C1)C1=NC=CC=C1